((4aR,6S)-1-(4-Fluorophenyl)-6-((R)-1-((1-methyl-1H-pyrazol-4-yl)sulfonyl)ethyl)-1,4,5,6,7,8-hexahydro-4aH-benzo[f]indazol-4a-yl)(5-(trifluoromethyl)thiazol-2-yl)methanone FC1=CC=C(C=C1)N1N=CC=2C[C@]3(C(=CC12)CC[C@@H](C3)[C@@H](C)S(=O)(=O)C=3C=NN(C3)C)C(=O)C=3SC(=CN3)C(F)(F)F